5-(cyclopropylmethyl)-4-(6-cyclopropylpyridin-3-yl)-2-(2-methyl-2H-indazol-5-yl)-3-oxo-3,5-dihydro-2H-pyrrolo[3,2-c]pyridazine-7-carboxylic acid C1(CC1)CN1C=C(C2=NN(C(C(=C21)C=2C=NC(=CC2)C2CC2)=O)C2=CC1=CN(N=C1C=C2)C)C(=O)O